ClC1=CC=C(C=N1)CN(C1=CC(OC1)=O)CC1=CC(=C(C=C1)F)F 4-{[(6-chloropyrid-3-yl)methyl](3,4-difluorobenzyl)amino}furan-2(5H)-one